N-(4-(2-(2-aminopyridin-3-yl)-5-phenyl-3H-imidazo[4,5-b]pyridin-3-yl)benzyl)-2,4-difluoro-3-hydroxybenzamide NC1=NC=CC=C1C1=NC=2C(=NC(=CC2)C2=CC=CC=C2)N1C1=CC=C(CNC(C2=C(C(=C(C=C2)F)O)F)=O)C=C1